FC1=C(C(=C(C(=C1[B-](C1=C(C(=C(C(=C1F)F)F)F)F)(C1=C(C(=C(C(=C1F)F)F)F)F)C1=C(C(=C(C(=C1F)F)F)F)F)F)F)F)F.C(CCCCCCCCCCCCCCCCC)[NH2+]CCCCCCCCCCCCCCCCCC N,N-dioctadecylammonium tetrakis(pentafluorophenyl)borate